OC1(CCC(CC1)C1=CC=C(C=C1)[N+](=O)[O-])CC(=O)O 2-[1-hydroxy-4-(4-nitrophenyl)cyclohexyl]acetic acid